2-(((4'-(4-hydroxypiperidin-1-yl)-[1,1'-biphenyl]-4-yl)methyl)(neopentyl)amino)pyrimidine-4-carbonitrile OC1CCN(CC1)C1=CC=C(C=C1)C1=CC=C(C=C1)CN(C1=NC=CC(=N1)C#N)CC(C)(C)C